NC1(CCN(CC1)C)CC(=O)OC(C)(C)C tert-Butyl 2-(4-amino-1-methyl-4-piperidyl)acetate